6-chloro-8-[(1S,2S)-2-[1-(2,2,2-trifluoroethyl)pyrrolo[2,3-b]pyridin-6-yl]cyclopropyl]imidazo[1,2-b]pyridazine ClC=1C=C(C=2N(N1)C=CN2)[C@@H]2[C@H](C2)C2=CC=C1C(=N2)N(C=C1)CC(F)(F)F